NC=1SC(=CN1)C(=O)NC1=C(C=C(C(=C1)C(NC1=NC=C(C=C1)COCC1CC1)=O)F)C 2-Amino-N-[5-[[5-(cyclopropylmethoxymethyl)pyridin-2-yl]carbamoyl]-4-fluoro-2-methylphenyl]-1,3-thiazole-5-carboxamide